CC1(CC1)C1=NOC(=C1)N 3-(1-methylcyclopropyl)-1,2-oxazol-5-amine